FC1=C(C#N)C=C(C(=C1)F)F 2,4,5-trifluorobenzoNitrile